Propan-dithiol C(CC)(S)S